NC1=C(C#N)C=C(C(=C1)OC)Br 2-amino-5-bromo-4-methoxybenzonitrile